2-butyl-1-octyl phosphate dibutylamine salt C(CCC)NCCCC.P(=O)(OCC(CCCCCC)CCCC)(O)O